C1=NC(=C2C(=N1)N(C=N2)[C@H]3[C@@H]([C@@H]([C@H](O3)COP(=O)(O)OP(=O)(O)OC[C@@H]4[C@H]([C@H](C(O4)O)OC(=O)CCC(=O)O)O)O)O)N The molecule is a nucleotide-sugar having ADP as the nucleotide fragment and 2-O-succinyl-D-ribofuranos-5-yl as the sugar component. It is a nucleotide-sugar and a hemisuccinate. It derives from an ADP-D-ribose. It is a conjugate acid of a 2''-O-succinyl-ADP-D-ribose(3-).